(R)-3-(3-oxo-1,3,6,7,8,9-hexahydro-2H-pyrrolo[3,4-f]isoquinolin-2-yl)piperidine-2,6-dione O=C1N(CC2=C3CCNCC3=CC=C21)[C@H]2C(NC(CC2)=O)=O